5-bromo-6-chloro-indolyl phosphate disodium [Na+].[Na+].P(=O)(OC=1NC2=CC(=C(C=C2C1)Br)Cl)([O-])[O-]